(R)-2-methylpiperazine-1,4-dicarboxylic acid 4-(tert-butyl) ester 1-(5-cyanopyridin-3-yl) ester C(#N)C=1C=C(C=NC1)OC(=O)N1[C@@H](CN(CC1)C(=O)OC(C)(C)C)C